C1=CC=CC=2C3=CC=CC=C3C(C12)COC(=O)NC1CCN(CC1)C(=O)OC(C)(C)C 4-((((9H-fluoren-9-yl)methoxy)carbonyl)amino)-1-(tert-butoxycarbonyl)piperidine